β-D-galactosyl-cholesterol [C@@H]1([C@H](O)[C@@H](O)[C@@H](O)[C@H](O1)CO)CC(C)CCC[C@@H](C)[C@H]1CC[C@H]2[C@@H]3CC=C4C[C@@H](O)CC[C@]4(C)[C@H]3CC[C@]12C